1-(((3S)-1-((3-cyano-1-azetidinyl)sulfonyl)-3-piperidinyl)carbonyl)-N-(3,4,5-trifluorobenzyl)-D-prolinamide C(#N)C1CN(C1)S(=O)(=O)N1C[C@H](CCC1)C(=O)N1[C@H](CCC1)C(=O)NCC1=CC(=C(C(=C1)F)F)F